non-6-ynal C(CCCCC#CCC)=O